O=C1N(C(C2=CC=CC=C12)=O)C1CC(C(CC1)NC1=C2C=C(N(C2=CC=C1)CC(F)(F)F)C#CCN(C(OC(C)(C)C)=O)C1=C(C=C(C=C1)S(=O)(=O)C)OC)F tert-butyl (3-(4-((4-(1,3-dioxoisoindolin-2-yl)-2-fluorocyclohexyl)amino)-1-(2,2,2-trifluoroethyl)-1H-indol-2-yl)prop-2-yn-1-yl)(2-methoxy-4-(methylsulfonyl)phenyl)-carbamate